C(C1=CC=CC=C1)N1C([C@@H](CC2=CC(=CC=C12)NC(=O)NC(C)(C)C)CC#N)=O (S)-1-(1-benzyl-3-(cyanomethyl)-2-oxo-1,2,3,4-tetrahydroquinolin-6-yl)-3-(tert-butyl)urea